C(OC[C@]1(N2[C@@H](C[C@@H](C1=O)CC2)C)COP(=O)(OC2=CC=CC=C2)N[C@@H](CC2=CC=CC=C2)C(=O)OC(C)C)([2H])([2H])[2H] isopropyl ((((1R,2S,4S,6R)-2-((methoxy-d3)methyl)-6-methyl-3-oxoquinuclidin-2-yl)methoxy)(phenoxy)phosphoryl)-L-phenylalaninate